The molecule is the methyl ester of leukotriene E4, the esterified acid group being the one forming position 1 of the icosatetraenyl chain. Leukotriene E4 methyl ester is a more lipid-soluble form of leukotriene E4. It is a leukotriene and a methyl ester. It derives from a leukotriene E4. CCCCC/C=C\\C/C=C\\C=C\\C=C\\[C@H]([C@H](CCCC(=O)OC)O)SC[C@@H](C(=O)O)N